6',6'''-(1-ethyl-propane-1,3-diylbis(oxy))bis(3-(3,6-di-tert-butyl-9H-carbazol-9-yl)-3'-fluoro-5-(2,4,4-trimethylpentan-2-yl)-[1,1'-biphenyl]-2-ol) C(C)C(CCOC1=CC=C(C=C1C=1C(=C(C=C(C1)C(C)(CC(C)(C)C)C)N1C2=CC=C(C=C2C=2C=C(C=CC12)C(C)(C)C)C(C)(C)C)O)F)OC1=CC=C(C=C1C=1C(=C(C=C(C1)C(C)(CC(C)(C)C)C)N1C2=CC=C(C=C2C=2C=C(C=CC12)C(C)(C)C)C(C)(C)C)O)F